OC1=C(C=CC=C1)C=CC(C)=O 4-(2-hydroxyphenyl)-3-buten-2-one